1-(6-butyl-3-(4-methoxyphenyl)pyrazin-2-yl)-N-methylsulfonyl-piperidine-4-carboxamide C(CCC)C1=CN=C(C(=N1)N1CCC(CC1)C(=O)NS(=O)(=O)C)C1=CC=C(C=C1)OC